para-tolueneSulfonic acid hydrate O.CC1=CC=C(C=C1)S(=O)(=O)O